NC(=O)C1=CC=CC2=CN(N=C12)C1=CC=C(C[NH2+]C2C(C[NH2+]CC2)F)C=C1 4-({4-[7-(aminocarbonyl)-2H-indazole-2-yl]benzyl}ammonio)-3-fluoropiperidinium